[I-].C(N)(=O)C=1C=[N+](C=CC1)COC(=O)OC1=C(C=CC=C1C(C)C)C(C)C 3-carbamoyl-1-((((2,6-diisopropyl-phenoxy)carbonyl)oxy)methyl)pyridin-1-ium iodide